2-benzyl-2-(dimethylamino)-4-morpholino-butyryl-benzene C(C1=CC=CC=C1)C(C(=O)C1=CC=CC=C1)(CCN1CCOCC1)N(C)C